(R)-1-(((6-(2-chloro-3-(3-chloro-2-(2-((S)-2-hydroxypropyl)-8-methoxy-1,2,3,4-tetrahydroisoquinolin-6-yl)pyridin-4-yl)phenyl)-2-methoxypyridin-3-yl)methyl)amino)propan-2-ol ClC1=C(C=CC=C1C1=C(C(=NC=C1)C=1C=C2CCN(CC2=C(C1)OC)C[C@H](C)O)Cl)C1=CC=C(C(=N1)OC)CNC[C@@H](C)O